4-(4,6-dichloro-5-(2-methoxy-phenoxy)-pyrimidin-2-yl)-pyridine-1-oxide ClC1=NC(=NC(=C1OC1=C(C=CC=C1)OC)Cl)C1=CC=[N+](C=C1)[O-]